4-cyclopropyl-N-[(N-hydroxycarbamimidoyl)-(3-methyl-oxetan-3-yl)-methyl]-3-Isopropoxy-benzamide C1(CC1)C1=C(C=C(C(=O)NC(C2(COC2)C)C(NO)=N)C=C1)OC(C)C